ClC1=CC=C(C=C1)C=1C=C(C(N(N1)C1=CC(=CC=C1)F)=O)C(=O)NC(CO)C1CCC1 (+)-6-(4-chlorophenyl)-N-[1-cyclobutyl-2-hydroxyethyl]-2-(3-fluorophenyl)-3-oxo-2,3-dihydropyridazine-4-carboxamide